FC([C@@H](C)C1=CC(=NN1)NC1=CN=C2C(=N1)N(N=C2)CC2CCOCC2)F (S)-N-(5-(1,1-difluoropropan-2-yl)-1H-pyrazol-3-yl)-1-((tetrahydro-2H-pyran-4-yl)methyl)-1H-pyrazolo[3,4-b]pyrazin-6-amine